FC1(C(C1)C(=O)NC1=C(C=C(C(=C1)C1=NC=CC=C1)C)F)F 2,2-difluoro-N-(2-fluoro-4-methyl-5-pyridin-2-ylphenyl)cyclopropane-1-carboxamide